lauryl hexatriacontanoate C(CCCCCCCCCCCCCCCCCCCCCCCCCCCCCCCCCCC)(=O)OCCCCCCCCCCCC